C(CCC)OC(=O)N1CCC(CC1)C1=NC(=CC=C1)Br 4-(6-bromopyridin-2-yl)piperidine-1-carboxylic acid Butyl ester